N1CC(C1)N1CCC2(CC(C2)N2N=C(C=3C2=NC=NC3N)C3=CC=C(C=C3)OC3=CC=CC=C3)CC1 1-(7-(azetidin-3-yl)-7-azaspiro[3.5]non-2-yl)-3-(4-phenoxyphenyl)-1H-pyrazolo[3,4-d]pyrimidin-4-amine